N7-(5-methyl-1H-pyrazol-3-yl)-1,6-naphthyridine-5,7-diamine bistrifluoroacetate FC(C(=O)O)(F)F.FC(C(=O)O)(F)F.CC1=CC(=NN1)NC=1N=C(C=2C=CC=NC2C1)N